N-(3-((1r,3R)-3-(cyanomethyl)-1-(4-methyl-4H-1,2,4-triazol-3-yl)cyclobutyl)phenyl)-7-methyl-4-(((R)-2-methylmorpholino)methyl)-6,7-dihydro-5H-cyclopenta[b]pyridine-2-carboxamide C(#N)CC1CC(C1)(C1=NN=CN1C)C=1C=C(C=CC1)NC(=O)C1=CC(=C2C(=N1)C(CC2)C)CN2C[C@H](OCC2)C